1-[5-[2-(2-amino-3-pyridyl)-5-phenyl-imidazo[4,5-b]pyridin-3-yl]-2-pyridyl]pyrrolidine-3-carboxylic acid NC1=NC=CC=C1C1=NC=2C(=NC(=CC2)C2=CC=CC=C2)N1C=1C=CC(=NC1)N1CC(CC1)C(=O)O